O=C1OC2=C(N1)C=CC(=C2)N2C[C@@H]1CNC[C@@H]1C2 (3aR,6aS)-2-(2-oxo-3H-1,3-benzoxazol-6-yl)-1,3,3a,4,6,6a-hexahydropyrrolo[3,4-c]pyrrole